2-Ethylbutyl ((S)-(((2R,3S,5R)-5-(6-amino-2-fluoro-9H-purin-9-yl)-2-ethynyl-3-(((hexyloxy)carbonyl)oxy)tetrahydro-furan-2-yl)methoxy)(phenoxy)phosphoryl)-L-phenylalaninate NC1=C2N=CN(C2=NC(=N1)F)[C@H]1C[C@@H]([C@@](O1)(C#C)CO[P@](=O)(OC1=CC=CC=C1)N[C@@H](CC1=CC=CC=C1)C(=O)OCC(CC)CC)OC(=O)OCCCCCC